1-[1-(4-chlorophenyl)-5-oxopyrrolidin-3-yl]-3-(2,5-dichlorophenyl)thiourea ClC1=CC=C(C=C1)N1CC(CC1=O)NC(=S)NC1=C(C=CC(=C1)Cl)Cl